ClC1=C(OC2CCN(CC2)CC2CCN(CC2)C(=O)C=2C=CC(=C(C2)N2C(NC(CC2)=O)=O)OC)C=CC(=C1)C1=CN(C(C2=CN=CC=C12)=O)C 1-(5-(4-((4-(2-chloro-4-(2-methyl-1-oxo-1,2-dihydro-2,7-naphthyridin-4-yl)phenoxy)piperidin-1-yl)methyl)piperidine-1-carbonyl)-2-methoxyphenyl)dihydropyrimidine-2,4(1H,3H)-dione